6-(2-(2,5-difluorophenyl)pyrrolidin-1-yl)-N,N-dimethyl-1,5-naphthyridin-4-amine FC1=C(C=C(C=C1)F)C1N(CCC1)C=1N=C2C(=CC=NC2=CC1)N(C)C